2-nitro-2'-hydroxy-3'-tertiary butyl-5'-methylazobenzene [N+](=O)([O-])C1=C(C=CC=C1)N=NC1=C(C(=CC(=C1)C)C(C)(C)C)O